C(CCCCCCCC)OC(=O)C1=NN(C2=CC=CC(=C2C1=O)S(=O)(=O)C)C1=CC=C(C=C1)OC(F)(F)F 5-methylsulfonyl-4-oxo-1-[4-(trifluoromethoxy)phenyl]cinnoline-3-carboxylic acid nonyl ester